2-(4-(Bromomethyl)-phenyl)propan-2-ol BrCC1=CC=C(C=C1)C(C)(C)O